(Z)-1-(1-(1H-indol-3-yl)propan-2-yl)-2-cyano-3-((S)-2-(dimethylamino)-3-phenylpropyl)guanidine N1C=C(C2=CC=CC=C12)CC(C)N\C(=N/C#N)\NC[C@H](CC1=CC=CC=C1)N(C)C